C(#N)C1(CC1)NS(=O)(=O)C=1C=C2C(=NC(=NC2=C(C1)N1CCN(CC1)CC(C)(C)F)C)C=1SC(=NN1)C(F)F N-(1-cyanocyclopropyl)-4-(5-(difluoromethyl)-1,3,4-thiadiazol-2-yl)-8-(4-(2-fluoro-2-methylpropyl)piperazin-1-yl)-2-methylquinazoline-6-sulfonamide